(S)-2-((1-(5-(3,5-dimethylphenyl)-1,3,4-thiadiazol-2-yl)ethyl)carbamoyl)-4-methoxypyridin-3-yl propionate C(CC)(=O)OC=1C(=NC=CC1OC)C(N[C@@H](C)C=1SC(=NN1)C1=CC(=CC(=C1)C)C)=O